O=C1NC(CCC1C1=NN(C2=C(C=CC=C12)C1CCN(CC1)C(=O)OC(C)(C)C)C)=O tert-butyl 4-[3-(2,6-dioxo-3-piperidyl)-1-methyl-indazol-7-yl]piperidine-1-carboxylate